C(C)(C)(C)OC(=O)N[C@H](C(=O)N[C@H](C(=O)NC1=CC=C(C=C1)C(C(=O)OC)O)C)C(C)C methyl 2-(4-((S)-2-((S)-2-((tert-butoxycarbonyl)amino)-3-methylbutanamido)propanamido)phenyl)-2-hydroxyacetate